C1(CC1)C1=CC=C(C=C1)C=1C=C(C(=NC1)C=1SC2=NC=C(C=C2N1)C(F)(F)F)S(=O)(=O)CC 5-(4-cyclopropylphenyl)-3-(ethanesulfonyl)-2-[6-(trifluoromethyl)-[1,3]thiazolo[5,4-b]pyridin-2-yl]pyridine